methyl (R or S)-6-cyclopropyl-2-(3-(3-fluoro-4-methylphenyl)-3-(1,2,4-thiadiazol-5-yl)pyrrolidine-1-carboxamido)nicotinate C1(CC1)C1=NC(=C(C(=O)OC)C=C1)NC(=O)N1C[C@](CC1)(C1=NC=NS1)C1=CC(=C(C=C1)C)F |o1:18|